3-(1-methyl-1H-pyrazol-4-yl)propan-1-ol CN1N=CC(=C1)CCCO